C(#N)C1=CC(=C(OCC2=C(C=CC(=N2)OC2CCN(CC2)CC2=NC3=C(N2CC2(CC2)CC#N)C=C(C=C3)C(=O)O)F)C=C1)F 2-((4-((6-((4-cyano-2-fluorophenoxy)methyl)-5-fluoropyridin-2-yl)oxy)piperidin-1-yl)methyl)-1-((1-(cyanomethyl)cyclopropyl)methyl)-1H-benzo[d]imidazole-6-carboxylic acid